N'-hydroxy-5-((1-(4-(trifluoromethyl)phenyl)-1H-pyrazol-4-yl)amino)pyridineformamidine ON=C(N)C1=NC=C(C=C1)NC=1C=NN(C1)C1=CC=C(C=C1)C(F)(F)F